FC1=C(C=C(C(=C1)C(F)(F)F)C1=NC=CC=N1)C(=O)N1CCOC2(C1)C=C(C(C(C2)(C)C)=O)C#N 4-[2-fluoro-5-(pyrimidin-2-yl)-4-(trifluoromethyl)benzene-1-carbonyl]-10,10-dimethyl-9-oxo-1-oxa-4-azaspiro[5.5]undec-7-ene-8-carbonitrile